CN1N=NC(=C1CN1N=CC(=CC1=O)N1CCOCC1)C=1C=NC(=CC1)C 2-[[3-methyl-5-(6-methyl-3-pyridinyl)triazol-4-yl]methyl]-5-morpholino-pyridazin-3-one